ClC1=CC=C(C=C1)C=1C=C(C(N(N1)C1=CC(=CC=C1)F)=O)C(=O)N[C@@H]1C[C@H](C1)CO 6-(4-chlorophenyl)-2-(3-fluorophenyl)-N-[trans-3-(hydroxymethyl)cyclobutyl]-3-oxo-2,3-dihydropyridazine-4-carboxamide